O1C(=CC=C1)C1=NN=C(O1)NC(=O)C1=CC=NC2=CC=CC=C12 N-[5-(2-furyl)-1,3,4-oxadiazol-2-yl]-4-quinolinecarboxamide